O=C1NC(CCC1N1CC2=CC=C(C=C2C1=O)C#N)=O 2-(2,6-dioxo-3-piperidyl)-3-oxo-isoindoline-5-carbonitrile